ClC1=CC2=C(C=N1)C(=NN2C2=NC(=CC(=C2)OCCOC)[C@]2(COCC2)OC)C (R)-6-chloro-1-(4-(2-methoxyethoxy)-6-(3-methoxytetrahydrofuran-3-yl)pyridine-2-yl)-3-methyl-1H-pyrazolo[4,3-c]pyridine